hexafluoroarsenic acid Lithium [Li].F[As-](F)(F)(F)(F)F.[H+]